C1(=CC=CC=C1)C(CC(C)=O)=O 1-Phenyl-1,3-butandione